O1C(=CC=C1)C1=NN2C(N=C(N=C2N)N(CCCC2=CC=C(C=C2)[N+](=O)[O-])C)=N1 2-(furan-2-yl)-N5-methyl-N5-(3-(4-nitrophenyl)propyl)-[1,2,4]triazolo[1,5-a][1,3,5]triazine-5,7-diamine